hexamethylene di-isocyanate C(CCCCCN=C=O)N=C=O